ClC=1C(=C(C=CC1)C1N(CCC1)C1CC2(C1)CCN(CC2)C2=CC=C(C(=O)NS(=O)(=O)C1=CC(=C(C=C1)NCC1CCOCC1)[N+](=O)[O-])C=C2)CC 4-(2-(2-(3-chloro-2-ethylphenyl)pyrrolidin-1-yl)-7-azaspiro[3.5]nonan-7-yl)-N-((3-nitro-4-(((tetrahydro-2H-pyran-4-yl)methyl)amino)phenyl)sulfonyl)benzamide